FS(C=1C=C(C#N)C=CC1)(F)(F)(F)F 3-(pentafluorosulfanyl)benzonitrile